OC1=[N+](C=CC=C1)[O-] 2-hydroxypyridine 1-oxide